2-amino-N-(1-(4-chloro-7-ethoxy-2-isobutyl-2H-indazol-6-yl)ethyl)pyrazolo[1,5-a]pyrimidine-3-carboxamide NC1=NN2C(N=CC=C2)=C1C(=O)NC(C)C=1C=C(C2=CN(N=C2C1OCC)CC(C)C)Cl